(4S)-3-[(2S,3R)-3-[2-[2,6-Dichloro-4-(2-methoxyethoxy)benzoyl]-3,4-dihydro-1H-isoquinolin-5-yl]-2-methylbutanoyl]-4-propan-2-yl-1,3-oxazolidin-2-one ClC1=C(C(=O)N2CC3=CC=CC(=C3CC2)[C@@H]([C@@H](C(=O)N2C(OC[C@@H]2C(C)C)=O)C)C)C(=CC(=C1)OCCOC)Cl